O1BOC2=C1C=CC=C2 1,3,2-benzodioxaborolidine